2-pyridinyl-formaldehyde N1=C(C=CC=C1)C=O